C[C@H](CCCCCCCCCC)CCCCCCCCCCCC (R)-11-Methyltricosane